FC=1C=C(C=CC1)N1C(C(=CC(=C1)C)C(=O)O)=O 1-(3-fluorophenyl)-5-methyl-2-oxo-1,2-dihydro-pyridine-3-carboxylic acid